C1(=CCCCC1)P(O)(=O)CCCCCCCC cyclohexenyl-octyl-phosphinic acid